tert-butyl 3-(2,6-difluorophenyl)-3-hydroxyazetidine-1-carboxylate FC1=C(C(=CC=C1)F)C1(CN(C1)C(=O)OC(C)(C)C)O